rac-benzyl (1R,2S,6R)-2-(3-bromo-4-(trifluoromethyl)phenyl)-6-(hydroxymethyl)cyclohexane-1-carboxylate BrC=1C=C(C=CC1C(F)(F)F)[C@@H]1[C@H]([C@@H](CCC1)CO)C(=O)OCC1=CC=CC=C1 |r|